C1(=CC[C@H](CC1)C(C)(C)O)C (S)-p-Menth-1-en-8-ol